C(CCCCCCCCCC)OC(NCCCCCCCC)=O N-octylcarbamic acid undecyl ester